FC1(CN(C1)C1CCC(CC1)C=1SC2=C(N1)C(=C(N2)C=2C(=C(C=1N(C2)N=CN1)C)C)C(C)C)F 2-(4-(3,3-difluoroazetidin-1-yl)cyclohexyl)-5-(7,8-dimethyl-[1,2,4]triazolo[1,5-a]pyridin-6-yl)-6-isopropyl-4H-pyrrolo[3,2-d]thiazol